C(N)(OC1=CC=C(C=C1)CNCC=1N=NN(C1)C1=CC=C(C=C1)N[C@@H]1C[C@@H](N(C2=CC=CC=C12)C(CC)=O)C)=O (4-((((1-(4-(((2S,4R)-2-methyl-1-propionyl-1,2,3,4-tetrahydroquinolin-4-yl) amino) phenyl)-1H-1,2,3-triazol-4-yl) methyl) amino) methyl) phenyl) carbamate